2,5-dimethyl-1,4-benzenediol CC1=C(C=C(C(=C1)O)C)O